2,2',2''-(10-(4-nitrobenzyl)-1,4,7,10-tetraazacyclododecane-1,4,7-triyl)triacetic acid [N+](=O)([O-])C1=CC=C(CN2CCN(CCN(CCN(CC2)CC(=O)O)CC(=O)O)CC(=O)O)C=C1